C(C1=CC=CC=C1)S(=O)(=O)C1=C(C(=C(C=C1CCCCC)O)C1=C(C=CC(=C1)C)C(=C)C)O 3-(benzylsulfonyl)-5'-methyl-4-pentyl-2'-(prop-1-en-2-yl)-[1,1'-biphenyl]-2,6-diol